BrC1=C2N=CC=NC2=CC=C1NC=1N(CCN1)C(=O)OC(C)OC([C@H]([C@H](COC(C)=O)CC1=CN=CN1C)CC)=O 1-(((2S,3R)-4-acetoxy-2-ethyl-3-((1-methyl-1H-imidazol-5-yl)methyl)-butanoyl)oxy)ethyl 2-((5-bromoquinoxalin-6-yl)amino)-4,5-dihydro-1H-imidazole-1-carboxylate